(2-methylimidazo[1,2-b]pyridazin-3-yl)methanone CC=1N=C2N(N=CC=C2)C1C=O